BrC1=CC=C(OC[C@@H]2COC[C@](O2)(C)CS(=O)(=O)C2CC2)C=C1 (2R,6S)-6-((4-bromophenoxy)methyl)-2-((cyclopropylsulfonyl)methyl)-2-methyl-1,4-dioxan